C(C)OCC[N+]1(CCOCC1)C 4-(2-ethoxyethyl)-4-methylmorpholinium